5-(tert-butyl)-N-(4-(2-(cyclopropanecarboxamido)5-fluoropyridin-4-yl)-5-fluoro-2-methylbenzyl)-1,2,4-oxadiazole-3-carboxamide C(C)(C)(C)C1=NC(=NO1)C(=O)NCC1=C(C=C(C(=C1)F)C1=CC(=NC=C1F)NC(=O)C1CC1)C